4-((S)-1-((R)-1-((6,7-dihydro-5H-indeno[5,6-d]thiazol-2-yl)amino)-1-oxopropan-2-yl)-4,4-difluoropiperidin-3-yl)pyridine 1-oxide S1C(=NC2=C1C=C1CCCC1=C2)NC([C@@H](C)N2C[C@@H](C(CC2)(F)F)C2=CC=[N+](C=C2)[O-])=O